2,3-bis(bromomethyl)quinoxaline-6-carboxylic anhydride BrCC1=NC2=CC=C(C=C2N=C1CBr)C(=O)OC(=O)C=1C=C2N=C(C(=NC2=CC1)CBr)CBr